N-(3-ethynylphenyl)-7-methoxy-6-(3-morpholinyl-propoxy)quinazolin-4-amine C(#C)C=1C=C(C=CC1)NC1=NC=NC2=CC(=C(C=C12)OCCCN1CCOCC1)OC